O1CCN(CC1)C=1C2=C(N=C(N1)NC1=NNC(=C1)C=1C=C(C=CC1)C)C=C(O2)C2=CC=NC=C2 4-morpholino-N-[5-(m-tolyl)-1H-pyrazol-3-yl]-6-(4-pyridyl)furo[3,2-d]pyrimidin-2-amine